2-methyl-N-(3-(5-(5-oxo-4,5-dihydro-1,2,4-oxadiazol-3-yl)thiophen-3-yl)phenyl)-2-(phenylamino)propanamide CC(C(=O)NC1=CC(=CC=C1)C1=CSC(=C1)C1=NOC(N1)=O)(C)NC1=CC=CC=C1